C(CC1=CC=CC=C1)N1N=C(N=C1NC1=CC=CC=C1)N 1-phenethyl-N5-phenyl-1H-1,2,4-triazole-3,5-diamine